ClC1=NC(=C(C(=N1)Cl)N)NN 2,4-Dichloro-6-hydrazinylpyrimidine-5-amine